2-(1-methylbenzimidazol-2-yl)-5,6,7,8-tetrahydro-4H-pyrazolo[1,5-a][1,4]diazepine CN1C(=NC2=C1C=CC=C2)C2=NN1C(CNCCC1)=C2